CNC=1C=CC=2N(N1)C(=CN2)C=2C=C(C=CC2)O 3-[6-(methylamino)imidazo[1,2-b]pyridazin-3-yl]phenol